ClC1=C(C2=CC(=CC=C2C=C1)C=1C=NC=CC1)NC(C=C)=O N-[2-chloro-7-(pyridin-3-yl)naphthalen-1-yl]prop-2-enamide